rac-(1R,2R)-2-(5-(3-((2-((R)-3-carboxybutanoyl)-6-methoxybenzo[b]thiophen-5-yl)oxy)propoxy)-6-methoxybenzo[b]thiophene-2-carbonyl)cyclopropane-1-carboxylic acid C(=O)(O)[C@@H](CC(=O)C1=CC2=C(S1)C=C(C(=C2)OCCCOC2=CC1=C(SC(=C1)C(=O)[C@H]1[C@@H](C1)C(=O)O)C=C2OC)OC)C |&1:30,31|